NC1=NC=CC(=C1)C=1OC=C(N1)C(=O)NC=1C(=CC2=C(CC(O2)(C)C)C1)F 2-(2-Aminopyridin-4-yl)-N-(6-fluoro-2,2-dimethyl-2,3-dihydrobenzofuran-5-yl)oxazole-4-carboxylic acid amide